tert-Butyl (4-(4-amino-7-(1-ethyl-1H-pyrazol-3-yl)pyrrolo[2,1-F][1,2,4]triazin-5-yl)-2-methoxyphenyl)carbamate NC1=NC=NN2C1=C(C=C2C2=NN(C=C2)CC)C2=CC(=C(C=C2)NC(OC(C)(C)C)=O)OC